3-bromo-4-iodo-2-methylaniline BrC=1C(=C(N)C=CC1I)C